6-(3-chloropropyl)-1,3-dimethyluracil ClCCCC1=CC(N(C(N1C)=O)C)=O